6-(5-benzyl-4H-1,2,4-triazol-3-yl)-4-(2-chloro-6-fluorophenylmethyl)-2H-benzo[b][1,4]thiazin-3(4H)-one C(C1=CC=CC=C1)C=1NC(=NN1)C1=CC2=C(SCC(N2CC2=C(C=CC=C2F)Cl)=O)C=C1